(4-fluoro-1-isopropyl-2-methyl-1H-benzo[d]imidazol-6-yl)-N-((1-methylpiperidin-4-yl)methyl)-7H-pyrrolo[2,3-d]pyrimidin-2-amine FC1=CC(=CC=2N(C(=NC21)C)C(C)C)C=2C1=C(N=C(N2)NCC2CCN(CC2)C)NC=C1